O=C1NC(CCC1N1C(C2=CC=C(C=C2C1)N1CCN(CC1)CCOCCCCCCOC=1C=C(C=CC1)[C@@H](C)NC(OC(C)(C)C)=O)=O)=O tert-butyl (1R)-1-(3-(6-(2-(4-(2-(2,6-dioxopiperidin-3-yl)-1-oxoisoindolin-5-yl)piperazin-1-yl)ethoxy)hexyloxy)phenyl)ethylcarbamate